FC1CCN(CC1)C(=O)C=1N=C(SC1)C(=O)NN 4-(4-fluoropiperidine-1-carbonyl)thiazole-2-carbohydrazide